(Z)-octadec-11-en-1-al C(CCCCCCCCC\C=C/CCCCCC)=O